(3R,3aS,6aR)-hexahydrofuro[2,3-b]furan-3-yl (2-((3-(2-methoxypyridin-3-yl)pyrazolo[1,5-a]pyrimidin-5-yl)amino)ethyl)(methyl)carbamate COC1=NC=CC=C1C=1C=NN2C1N=C(C=C2)NCCN(C(O[C@H]2CO[C@H]1OCC[C@H]12)=O)C